ClC1=C(C=CC=C1)CN1N=C(C=C1C1=CC=C2C=NN(C2=C1)CC)COC(C(=O)O)(C)C 2-([1-[(2-Chlorophenyl)methyl]-5-(1-ethyl-1H-indazol-6-yl)-1H-pyrazol-3-yl]-methoxy)-2-methylpropanoic acid